(R)-7-Fluoro-9-nitro-2,3,3a,4-tetrahydro-1H-benzo[b]pyrrolo[1,2-d][1,4]oxazine FC=1C=C(C2=C(OC[C@@H]3N2CCC3)C1)[N+](=O)[O-]